lithium difluorosulfimide triethylamine salt C(C)N(CC)CC.FS(=N)F.[Li]